2-anthraceneformyl chloride C1=C(C=CC2=CC3=CC=CC=C3C=C12)C(=O)Cl